(5S)-5-[[[6-[2-chloro-3-[3-chloro-2-(1-methyl-2,3,4,5-tetrahydro-1,4-benzodiazepin-8-yl)-4-pyridyl]phenyl]-1-methyl-pyrrolo[2,3-b]pyridin-3-yl]methylamino]methyl]pyrrolidin-2-one ClC1=C(C=CC=C1C1=C(C(=NC=C1)C1=CC2=C(CNCCN2C)C=C1)Cl)C1=CC=C2C(=N1)N(C=C2CNC[C@@H]2CCC(N2)=O)C